C1(CCCC1)N1[C@@H](C(N(C=2C=NC(=NC12)NC1=C(C=C(C=C1)C=1OC(=NN1)CN1CC(CC1)N(C)C)OC)C)=O)CC (R)-8-cyclopentyl-2-((4-(5-((3-(dimethylamino)pyrrolidin-1-yl)methyl)-1,3,4-oxadiazol-2-yl)-2-methoxyphenyl)amino)-7-ethyl-5-methyl-7,8-dihydropteridin-6(5H)-one